6-((3-(2-(diallylamino)ethyl)-1H-indol-4-yl)oxy)-6-oxohexanoic acid C(C=C)N(CCC1=CNC2=CC=CC(=C12)OC(CCCCC(=O)O)=O)CC=C